C(CCC)C=1C(=C(C=CC1)Cl)[N+](=O)[O-] butyl-1-chloro-2-nitro-benzene